CC1(C=2C=C(C=CC2C=2C3=C(C=CC12)C=CC=C3)NC3=CC=C(C=C3)C3=CC(=CC=C3)C)C 7,7-dimethyl-N-(3'-methyl-[1,1'-biphenyl]-4-yl)-7H-benzo[c]fluorene-9-amine